1,3-dimethoxymethylurea COCNC(=O)NCOC